C1(CC1)S(=O)(=O)C1=CC(=NC=C1)[C@H](CC)NC(C1=C(C=C(C=C1)C1=NC(=CN=C1)OCC)F)=O N-[(1S)-1-(4-cyclopropanesulfonylpyridin-2-yl)propyl]-4-(6-ethoxypyrazin-2-yl)-2-fluorobenzamide